O1[C@@H](CCC1)CN1N=C2C3=C(CCC2=C1)OC(=C3C(F)(F)F)C(=O)N [(2S)-oxolan-2-ylmethyl]-8-(trifluoromethyl)-4,5-dihydro-2H-furo[2,3-g]indazole-7-carboxamide